FC(C=1C=CC2=C(C1)C=1NCCNC(C1O2)=O)(F)F 9-(trifluoromethyl)-1,2,3,4-tetrahydro-5H-benzofuro[3,2-e][1,4]diazepin-5-one